ICC(=O)F iodoacetic acid, fluoride